2-methyl-4-((2-(piperidin-1-yl)ethyl)amino)phthalazin-1(2H)-one CN1C(C2=CC=CC=C2C(=N1)NCCN1CCCCC1)=O